6-[6-amino-1-[(4-amino-2,6-difluoro-phenyl)methyl]pyrazolo[3,4-d]pyrimidine-4-yl]pyridine-2-carbonitrile NC1=NC(=C2C(=N1)N(N=C2)CC2=C(C=C(C=C2F)N)F)C2=CC=CC(=N2)C#N